erythritol nitrogen [N].C([C@H](O)[C@H](O)CO)O